N1C=NC2=C1C(=CC=C2)N2C(N(CC2)C=2C=C1CN(C(C1=CC2)=O)C2C(N(C(CC2)=O)O)=O)=O 3-(5-(3-(1H-benzo[d]imidazol-7-yl)-2-oxoimidazolidin-1-yl)-1-oxoisoindolin-2-yl)-1-hydroxypiperidine-2,6-dione